C(=O)=C1COCCN1CC=1C=C2CCCN(C2=NC1)C(=O)N 6-((3-carbonylmorpholino)methyl)-3,4-dihydro-1,8-naphthyridine-1(2H)-carboxamide